p-cumidine CC(C)C1=CC=C(C=C1)N